para-fluorobenzotrichloride FC1=CC=C(C=C1)C(Cl)(Cl)Cl